C(C1=CC=C(C=C1)N=C=O)C1=CC=C(C=C1)N=C=O 4,4'-Methylendiphenyldiisocyanat